1-[(4-chlorophenyl)methyl]-2-(3-fluorophenoxy)-4,6-dimethyl-7-[3-[(2R)-oxaan-2-yloxy]propyl]-1H,4H,5H,6H,7H,8H-imidazo[4,5-e][1,4]diazepine-5,8-dione ClC1=CC=C(C=C1)CN1C(=NC=2N(C(C(N(C(C21)=O)CCCO[C@H]2OCCCC2)C)=O)C)OC2=CC(=CC=C2)F